ClC=1C=CC(=NC1)CCl 5-chloro-2-(chloromethyl)pyridine